CC=1C=C(C=C(C1)C)NC1=CC=C(C=C1)C1=CC(=CC=C1)OC N-(3,5-Dimethylphenyl)-3'-methoxy-[1,1'-biphenyl]-4-amin